(5-bromo-7-((cyclopropyl(methyl)amino)methyl)benzofuran-3-yl)methanol BrC=1C=C(C2=C(C(=CO2)CO)C1)CN(C)C1CC1